1-(4-((3-chloro-1H-pyrrolo[2,3-b]pyridin-4-yl)oxy)-2-fluorophenyl)-3-(4-((3-(dimethylamino)azetidin-1-yl)methyl)-3-(trifluoromethyl)phenyl)urea ClC1=CNC2=NC=CC(=C21)OC2=CC(=C(C=C2)NC(=O)NC2=CC(=C(C=C2)CN2CC(C2)N(C)C)C(F)(F)F)F